NCC(=O)N1CCC(CC1)O 2-Amino-1-(4-Hydroxypiperidin-1-Yl)Ethan-1-One